ClC=1C=C(OCCC(C(=O)O)C)C=CC1C=1N(C2=NC=NC(=C2N1)OC1(CC1)C)CC1=CC(=CC=C1)C#N 4-(3-chloro-4-(9-(3-cyanobenzyl)-6-(1-methylcyclopropoxy)-9H-purin-8-yl)phenoxy)-2-methylbutanoic acid